2,6-XYLENOL C=1(C(=CC=CC1C)C)O